Cl.CN(C1C(N(C(C1)=O)[C@@H](C(=O)NCC1=C(C=CC=C1)F)C)=O)C (2R)-2-(3-(Dimethylamino)-2,5-dioxopyrrolidin-1-yl)-N-(2-fluorobenzyl)propanamid hydrochlorid